5-[[2-(6-oxo-2,5-diazaspiro[3.5]nonane-2-carbonyl)-2-azaspiro[3.3]heptan-6-yl]methyl]-2-(trifluoromethyl)benzonitrile O=C1NC2(CN(C2)C(=O)N2CC3(C2)CC(C3)CC=3C=CC(=C(C#N)C3)C(F)(F)F)CCC1